C1(=CC(=CC(=C1)C(=O)OCCCCCCC(C)C)C(=O)OCCCCCCC(C)C)C(=O)OCCCCCCC(C)C triisononyl 1,3,5-benzenetricarboxylate